C(#N)C1=C(C=C(C=C1)N1CCC(CC1)C(=O)O)C(F)(F)F 1-(4-Cyano-3-(trifluoromethyl)phenyl)piperidine-4-carboxylic acid